C(C)(C)(C)OC(=O)N1CCC2(CC1)C(C=1C(=NC=CC1)O2)=N[S@](=O)C(C)(C)C (3R)-3-[[(R)-tert-butylsulfinyl]imino]spiro[3H-furo[2,3-b]pyridine-2,4'-piperidine]-1'-carboxylic acid tert-butyl ester